COC(C(C)NC(=O)OC(C)(C)C)=O 2-((tert-butoxycarbonyl)amino)propionic acid methyl ester